P(=O)(OC(C)(C)C)(OC(C)(C)C)OCOC1=CC(=CC(=C1C1C(CCC(=C1)C)C(=C)C)OCOP(=O)(OC(C)(C)C)OC(C)(C)C)CCCCC tetra-tert-butyl (((5'-methyl-4-pentyl-2'-(prop-1-en-2-yl)-1',2',3',4'-tetrahydro-[1,1'-biphenyl]-2,6-diyl)bis(oxy))bis(methylene)) bis(phosphate)